3,5-bis(3-(9H-carbazole-9-yl)phenyl)pyridine C1=CC=CC=2C3=CC=CC=C3N(C12)C=1C=C(C=CC1)C=1C=NC=C(C1)C1=CC(=CC=C1)N1C2=CC=CC=C2C=2C=CC=CC12